FC(CCN1CC(C1)=CC1=CC=C(C=C1)C1=C(CCCC2=C1C=CC(=C2)C(=O)O)C2=C(C(=CC=C2)C(F)(F)F)F)F 9-(4-((1-(3,3-difluoropropyl)azetidin-3-ylidene)methyl)phenyl)-8-(2-fluoro-3-(trifluoromethyl)phenyl)-6,7-dihydro-5H-benzo[7]annulene-3-carboxylic acid